FC1=C(C=CC=C1)C=1C=CC=C2C(=NC(=NC12)NC=1C=NC(=CC1)N1CCOCC1)N 8-(2-fluorophenyl)-N2-(6-morpholinylpyridin-3-yl)quinazoline-2,4-diamine